ClC1=C(C=C2C(=C(N(C2=C1)C)C=1NC(=NN1)C(=O)N(C)C)N1C=NC=C1)OC 5-(6-chloro-3-(1H-imidazol-1-yl)-5-methoxy-1-methyl-1H-indol-2-yl)-N,N-dimethyl-4H-1,2,4-triazole-3-carboxamide